F[C@@H]1CN(CCC1)C(=O)C1=CC2=C(C=N1)C(=NN2CC(F)(F)F)NC2=NC=C(C=C2)F [(3S)-3-fluoro-piperidin-1-yl]-[3-(5-Fluoro-pyridin-2-ylamino)-1-(2,2,2-trifluoro-ethyl)-1H-pyrazolo[4,3-c]pyridin-6-yl]methanone